ClC=1C=C(C=C(C1OC[C@H](CCl)O)Cl)S(=O)(=O)C1=CC=C(OC[C@@H](CNC(C)=O)O)C=C1 N-((R)-3-(4-((3,5-dichloro-4-((R)-3-chloro-2-hydroxypropoxy)phenyl)sulfonyl)phenoxy)-2-hydroxypropyl)acetamide